C(C)(C)(C)OC(=O)NC1(CCN(CC1)C(=O)OC(C)(C)C)CC=1C=NC=CC1 Tert-butyl 4-((tert-butoxycarbonyl)amino)-4-(pyridin-3-ylmethyl)piperidine-1-carboxylate